1-acryloyl-N-(3-(((8-isopropyl-2-(piperidin-4-yloxy)pyrazolo[1,5-a][1,3,5]triazin-4-yl)amino)methyl)phenyl)piperidine-4-carboxamide C(C=C)(=O)N1CCC(CC1)C(=O)NC1=CC(=CC=C1)CNC1=NC(=NC=2N1N=CC2C(C)C)OC2CCNCC2